2-Amino-3-(3-oxo-4H-1,4-benzoxazin-2-yl)propanenitrile NC(C#N)CC1OC2=C(NC1=O)C=CC=C2